benzyl (6R)-6-{[2-(1-methyl-1H-pyrazol-5-yl)-7-(trifluoromethyl)[1,2,4]triazolo[1,5-c]quinazolin-5-yl]amino}-5-oxo-1,4-diazepane-1-carboxylate CN1N=CC=C1C1=NN2C(=NC=3C(=CC=CC3C2=N1)C(F)(F)F)N[C@H]1C(NCCN(C1)C(=O)OCC1=CC=CC=C1)=O